C(C)N(S(=O)(=O)CC1CCOCC1)[C@@H](C(F)(F)F)C1=CC=C(C=C1)F (R)-N-ethyl-1-(tetrahydro-2H-pyran-4-yl)-N-(2,2,2-trifluoro-1-(4-fluorophenyl)ethyl)methanesulfonamide